CN1C2=CC=CC=C2N(C=2C=CC=CC12)C=1C=C(C=C(C1)N1C=2C=CC=CC2N(C2=CC=CC=C12)C)C1=CC(=CC=C1)C=1OC2=C(N1)C=CC=C2 2-(3',5'-bis(10-methylphenazin-5(10H)-yl)-[1,1'-biphenyl]-3-yl)benzo[d]oxazole